CC=1NC(C=CC1S(=O)(=O)Cl)=O 2-methyl-6-oxo-1,6-dihydropyridine-3-sulfonyl chloride